C1(CC1)O[C@H](C(=O)N[C@H](C(=O)OC(C)C)CCC(C=[N+]=[N-])=O)C(C)C isopropyl (S)-2-((S)-2-cyclopropoxy-3-methylbutanamido)-6-diazo-5-oxohexanoate